CC1(C2=C(C=C(C(=C2C=2C(=C(C=C(C12)[2H])[2H])[2H])[2H])[2H])[2H])C 9,9-dimethyl-9H-fluorene-1,3,4,5,6,8-d6